[Cl-].[Cl-].C1(=CC=CC=C1)C(C1=CC=CC=C1)=[Zr+2](C1C2=CC=CC=C2C=2C=CC=CC12)C1C=CC=C1 diphenylmethylidene(cyclopentadienyl)(9-fluorenyl)zirconium dichloride